C(C)(C)(C)OC(=O)N1CC(C(CC1)(C[N+](=O)[O-])CC(=O)OC)F 3-fluoro-4-(2-methoxy-2-oxoethyl)-4-(nitromethyl)piperidine-1-carboxylic acid tert-butyl ester